C(C)(C)(C)OC(=O)NCC(=O)OCCl chloromethyl (tert-butoxycarbonyl)glycinate